2-Ethylpyrazin C(C)C1=NC=CN=C1